ClC=1C(=C(OCC(=O)O)C=C(C1CC1=CC(=C(C=C1)O)C(C)C)Cl)OC 2-(3,5-dichloro-4-(4-hydroxy-3-isopropylbenzyl)-2-methoxyphenoxy)acetic acid